ClC1=CC=C2C(=NC=3N(C2=C1)C=NN3)N(C=3C=C(C=CC3)C#C[C@](CF)(O)C)C (R)-4-(3-((8-chloro-[1,2,4]triazolo[4,3-a]quinazolin-5-yl)(methyl)amino)phenyl)-1-fluoro-2-methylbut-3-yn-2-ol